2-(((3-butyl-2-methyl-7-(methylthio)-1,1-dioxido-5-phenyl-2,3,4,5-tetrahydro-1,2,5-benzothiadiazepin-8-yl)methyl)thio)acetic acid C(CCC)C1N(S(C2=C(N(C1)C1=CC=CC=C1)C=C(C(=C2)CSCC(=O)O)SC)(=O)=O)C